OC=1C=C2CC[C@@H]([C@@H](C2=CC1)C1=CC=C(OCCCCCCN2CCC(CC2)C2=CC3=C(CN(C3=O)C3C(NC(CC3)=O)=O)S2)C=C1)C1=CC=CC=C1 3-(2-(1-(6-(4-((1R,2S)-6-Hydroxy-2-phenyl-1,2,3,4-tetrahydronaphthalen-1-yl)-phenoxy)hexyl)piperidin-4-yl)-4-oxo-4,6-dihydro-5H-thieno[2,3-c]pyrrol-5-yl)piperidine-2,6-dione